tert-butyl (2-hydroxy ethyl)carbamate OCCNC(OC(C)(C)C)=O